1-(3-aminopropyl)1,1,3,3,3-pentamethoxy-1,3-disilapropane NCCC[Si](C[Si](OC)(OC)OC)(OC)OC